4-(3-Bromophenylamino)-2'-(3-methylphenyl)-2',3'-dihydrospiro[cyclohexane-1,1'-indene]-4-carboxylic acid BrC=1C=C(C=CC1)NC1(CCC2(C(CC3=CC=CC=C23)C2=CC(=CC=C2)C)CC1)C(=O)O